COC(=O)\C(\CC(=O)O)=C\C1=CC=CC=C1 (3E)-3-(Methoxycarbonyl)-4-phenylbut-3-enoic acid